dicyclopropyldiisopropyloxysilane C1(CC1)[Si](OC(C)C)(OC(C)C)C1CC1